N-(3-(fluoromethyl)oxetan-3-yl)-8-(2-oxa-7-azaspiro[3.5]nonan-7-yl)-3-(5-(trifluoromethyl)-1,3,4-thiadiazol-2-yl)imidazo[1,5-a]pyridine-6-sulfonamide FCC1(COC1)NS(=O)(=O)C=1C=C(C=2N(C1)C(=NC2)C=2SC(=NN2)C(F)(F)F)N2CCC1(COC1)CC2